ClC1=CC(=C(C(=O)N2C[C@H](N(CC2)C2=CC=C(C(=C2C(=O)NCC=2NCCN2)F)C=2C(=NC=CC2)OCC)CC)C=C1)C(F)(F)F 6-[(2R)-4-[4-chloro-2-(trifluoromethyl)benzoyl]-2-ethylpiperazin-1-yl]-N-[(4,5-dihydro-1H-imidazol-2-yl)methyl]-3-(2-ethoxypyridin-3-yl)-2-fluorobenzamide